BrC=1C=CC=2N(C3=CC=CC=C3C2C1)C1=CC=CC=C1 3-bromo-9-phenylcarbazole